NC1=C(SC=2N=C(N=C(C21)NCCO)C2=CC=CC=C2)C(=O)N2CCC(CC2)F (5-amino-4-((2-hydroxyethyl)amino)-2-phenylthieno[2,3-d]pyrimidin-6-yl)(4-fluoropiperidin-1-yl)methanone